3-(hydroxymethyl)thiomorpholine 1,1-dioxide OCC1NCCS(C1)(=O)=O